(1-(2-(3-(dimethylamino)propyl)-6-(3-hydroxynaphthalen-1-yl)-2H-indazol-3-yl)azetidin-3-yl)acrylamide CN(CCCN1N=C2C=C(C=CC2=C1N1CC(C1)C(C(=O)N)=C)C1=CC(=CC2=CC=CC=C12)O)C